5-(aminomethyl)thiophene-2-carbonitrile hydrochloride Cl.NCC1=CC=C(S1)C#N